ClC1=C(C2=C(N=N1)N(CCC2)C=2SC=C(N2)C(=O)OCC)C ethyl 2-{3-chloro-4-methyl-5H,6H,7H,8H-pyrido[2,3-c]pyridazin-8-yl}-1,3-thiazole-4-carboxylate